2-isopropyl-6-methylbenzene C(C)(C)C1=CC(=CC=C1)C